6-chloro-1-((1-(hydroxymethyl)cyclopentyl)methyl)-1H-pyrazolo[4,3-c]pyridine ClC1=CC2=C(C=N1)C=NN2CC2(CCCC2)CO